4-(2-(4-(2-acetyl-5-chlorophenyl)-3-methoxy-6-oxopyridazin-1(6H)-yl)-3-phenylpropionamido)benzoic acid tert-butyl ester C(C)(C)(C)OC(C1=CC=C(C=C1)NC(C(CC1=CC=CC=C1)N1N=C(C(=CC1=O)C1=C(C=CC(=C1)Cl)C(C)=O)OC)=O)=O